C(C1=CC=CC=C1)(=O)NC=1C=2N=CN([C@H]3C[C@H](OCN=[N+]=[N-])[C@@H](CO)O3)C2N=CN1 N6-Benzoyl-3'-O-(Azidomethyl)-2'-Deoxyadenosine